CN(C(C(C([2H])(C1=CC=C(C=C1)F)Br)Br)=O)C1=CC=CC=C1 N-methyl-N-phenyl-2,3-dibromo-3-p-fluorophenylpropionamide-3-d